4'-Dimethylamino-7,8-Dihydroxyflavone CN(C1=CC=C(C=2OC3=C(C(=CC=C3C(C2)=O)O)O)C=C1)C